C(C)(C)SCC1=NN=C2N1C(=CC=C2C(=O)NC=2OC(=NN2)C)C(F)(F)F (isopropylsulfanylmethyl)-N-(5-methyl-1,3,4-oxadiazol-2-yl)-5-(trifluoromethyl)-[1,2,4]triazolo[4,3-a]pyridine-8-carboxamide